(1R,3S,7R,8R,10S,13R)-5-n-propoxy-7,9,9,13-tetramethyl-4,6-dioxatetracyclo[6.5.1.01,10.03,7]tetradecane C(CC)OC1O[C@H]2C[C@@]34[C@H](C([C@H]([C@]2(O1)C)C4)(C)C)CC[C@H]3C